Cl.S1C=NC=C1C(=O)N1C[C@H](CC1)OC=1C=CC=C2CCN[C@@H](C12)CN1C(C2=CC=CC=C2C1=O)=O 2-(((S)-8-(((S)-1-(thiazole-5-carbonyl)pyrrolidin-3-yl)oxy)-1,2,3,4-tetrahydroisoquinolin-1-yl)methyl)isoindoline-1,3-dione hydrochloride